N[C@@H](C)C1=CC=C(C=C1)N1[C@@H](CCC1)C(=O)N (S)-1-(4-((S)-1-aminoethyl)phenyl)pyrrolidine-2-carboxamide